C(#N)C=1N=C(OC1NC(OCCCN(C)C)=O)C1=C(C(=CC(=C1)Cl)Cl)Cl 3-(dimethylamino)propyl (4-cyano-2-(2,3,5-trichlorophenyl)oxazol-5-yl)carbamate